1-(4-(6-chloro-1H-pyrazolo[3,4-b]pyrazin-1-yl)piperidin-1-yl)ethan-1-one ClC1=CN=C2C(=N1)N(N=C2)C2CCN(CC2)C(C)=O